CC(=O)NCCSC1=CC=C(C=C1)O N-acetyl-4-S-cysteaminylphenol